CN([C@@H]1[C@H](CCCC1)NC=1C=C2C(N(C(C2=CC1)=O)C1C(NC(CC1)=O)=O)=O)C 5-(((1S,2S)-2-(dimethylamino)cyclohexyl)amino)-2-(2,6-dioxopiperidin-3-yl)isoindoline-1,3-dione